O=S1(CCN(CC1)C(=O)C1=C(C=C(C=C1)NC(=O)C1CC1)N1CC2OC(C1)C2)=O N-[4-(1,1-dioxo-1,4-thiazinane-4-carbonyl)-3-(6-oxa-3-azabicyclo[3.1.1]heptan-3-yl)phenyl]cyclopropanecarboxamide